P(OCC(C)C)(OCCC(=NO)N)=O isobutyl (3-amino-3-(hydroxyimino) propyl) phosphonate